(S)-3-(oxetan-2-ylmethyl)-2-((4-(6-((1-(2,2,2-trifluoroethyl)-1H-indazole-6-yl)methoxy)pyridin-2-yl)piperidin-1-yl)methyl)-3H-imidazo[4,5-b]pyridine-5-carboxylate O1[C@@H](CC1)CN1C(=NC=2C1=NC(=CC2)C(=O)[O-])CN2CCC(CC2)C2=NC(=CC=C2)OCC2=CC=C1C=NN(C1=C2)CC(F)(F)F